NCC(=O)N[C@@H](CC1=CNC=N1)C(=O)N[C@@H](CCCCN)C(=O)N1[C@@H](CCC1)C(=O)N[C@@H](CC1=CC=CC=C1)C(=O)N1[C@@H](CCC1)C(=O)O glycyl-histidyl-lysyl-prolyl-phenylalanyl-proline